N-(9-cyclopropyl-3-oxa-9-azabicyclo[3.3.1]nonan-7-yl)-2,3-dihydro-1H-pyrrolo[1,2-a]indole-9-carboxamide C1(CC1)N1C2COCC1CC(C2)NC(=O)C2=C1N(C=3C=CC=CC23)CCC1